C(C)(C)(C)OC(NC1(CCN(CC1)C1=NC(=C(N=C1CN)C1=C(C(=CC=C1)Cl)Cl)C)C)=O N-{1-[3-(aminomethyl)-5-(2,3-dichlorophenyl)-6-methylpyrazin-2-yl]-4-methylpiperidin-4-yl}carbamic acid tert-butyl ester